(R)-N-(5-((2-(3-hydroxypyrrolidin-1-yl)ethyl)carbamoyl)-3-methylthiophen-2-yl)-2-(1-methyl-1H-pyrazol-4-yl)pyrazolo[5,1-b]thiazole-7-carboxamide O[C@H]1CN(CC1)CCNC(=O)C1=CC(=C(S1)NC(=O)C=1C=NN2C1SC(=C2)C=2C=NN(C2)C)C